(2S)-4-tert-butoxy-2-(9H-fluoren-9-ylmethoxycarbonylamino)-4-oxo-butyric acid C(C)(C)(C)OC(C[C@@H](C(=O)O)NC(=O)OCC1C2=CC=CC=C2C=2C=CC=CC12)=O